Methyl-2-(((6aR,8R,9R,9aR)-8-(2,4-dioxo-3,4-dihydropyrimidin-1(2H)-yl)-2,2,4,4-tetraisopropyltetrahydro-6H-furo[3,2-f][1,3,5,2,4]trioxadisilocin-9-yl)oxy)acetate COC(CO[C@H]1[C@@H](O[C@H]2[C@H]1O[Si](O[Si](OC2)(C(C)C)C(C)C)(C(C)C)C(C)C)N2C(NC(C=C2)=O)=O)=O